ClC1=C2CCCC(C2=CC(=C1OCCCl)C#N)NC(=O)C1CCN(CC1)C(=O)OC(C)(C)C tert-butyl 4-((5-chloro-6-(2-chloroethoxy)-7-cyano-1,2,3,4-tetrahydronaphthalen-1-yl)carbamoyl)piperidine-1-carboxylate